2-((5R)-3-(1,6-dimethyl-1H-pyrazolo[3,4-b]pyridin-4-yl)-5-(trifluoromethyl)-3-azabicyclo[3.1.0]hexane-1-yl)-5-(1-methylpiperidin-4-yl)-1,3,4-oxadiazole CN1N=CC=2C1=NC(=CC2N2CC1(C[C@@]1(C2)C(F)(F)F)C=2OC(=NN2)C2CCN(CC2)C)C